ClC1=C(C(=O)N(C)C)C=CC(=C1)N1CCC(CC1)N1CC2(C1)CCN(CC2)C([C@@](C(F)(F)F)(C2=CC=CC=C2)O)=O 2-chloro-N,N-dimethyl-4-(4-(7-((R)-3,3,3-trifluoro-2-hydroxy-2-phenylpropanoyl)-2,7-diazaspiro[3.5]nonan-2-yl)piperidin-1-yl)benzamide